5-(4-isopropyl-5-(8-methyl-[1,2,4]triazolo[1,5-a]pyridin-6-yl)-1H-pyrazol-3-yl)-N,N-dimethylpyridin-3-amine C(C)(C)C=1C(=NNC1C=1C=C(C=2N(C1)N=CN2)C)C=2C=C(C=NC2)N(C)C